ClC1=CC=C(C=N1)N1N=C(C(=C1)CNCC1=CC=C(C=C1)OC)CC(=O)O 1-(6-Chloropyridin-3-yl)-4-(((4-methoxybenzyl)amino)methyl)-1H-pyrazole-3-acetic acid